C(C)(C)(C)OC(NC1CC2CCC(C1)N2)=O (8-azabicyclo[3.2.1]oct-3-yl)carbamic acid tert-butyl ester